8-chloro-6-fluoro-1-[(1R,2S)-2-fluoro-1-cyclopropyl]-7-hydroxy-1,4-dihydro-4-oxo-3-quinolinecarboxylic acid ClC=1C(=C(C=C2C(C(=CN(C12)[C@H]1[C@H](C1)F)C(=O)O)=O)F)O